N[C@@]1([C@H](O)[C@H](O)[C@@H](CO)O1)N1C(=O)N=C(N)C=C1 Amino-Cytidine